FC(C=1C=C(C=CC1)CNCCC1=CC=C(C(=O)N2CCN(CC2)C2=NC3=CC=CC=C3C(N2)=O)C=C1)(F)F 2-[4-[4-[2-[[3-(Trifluoromethyl)phenyl]methylamino]ethyl]benzoyl]piperazin-1-yl]-3H-quinazolin-4-one